dimethylsilyl-bis(tetramethylcyclopentadienyl)zirconium C[SiH](C)[Zr](C1(C(=C(C(=C1)C)C)C)C)C1(C(=C(C(=C1)C)C)C)C